1-(cyclopentylmethyl)-6-isopropyl-N-(1-(3,4,5-trimethoxyphenyl)-1H-imidazol-4-yl)-1H-pyrazolo[3,4-d]pyrimidin-4-amine C1(CCCC1)CN1N=CC=2C1=NC(=NC2NC=2N=CN(C2)C2=CC(=C(C(=C2)OC)OC)OC)C(C)C